1-(4-(5-(2-fluoro-6-hydroxyphenyl)-2,2-dimethyl-3,4-dihydro-2H-pyrano[2,3-f]quinazolin-10-yl)piperazin-1-yl)prop-2-en-1-one FC1=C(C(=CC=C1)O)C1=C2C(=C3C(=NC=NC3=C1)N1CCN(CC1)C(C=C)=O)OC(CC2)(C)C